ClC=1C(=C2C=NNC2=CC1C)C=1C(=NN(C1C)C1CC2(CN(C2)C(C=C)=O)C1)N1CC=2N(CC1)N=CC2 1-(6-(4-(5-chloro-6-methyl-1H-indazol-4-yl)-3-(6,7-dihydropyrazolo[1,5-a]pyrazin-5(4H)-yl)-5-methyl-1H-pyrazol-1-yl)-2-azaspiro[3.3]hept-2-yl)prop-2-en-1-one